S-(4-((2-((tert-butoxycarbonyl) amino) ethyl) carbamoyl) benzyl) thioacetate C(C)(=O)SCC1=CC=C(C=C1)C(NCCNC(=O)OC(C)(C)C)=O